N=C1C=C(CCC1)N 3-iminocyclohex-1-en-1-amine